(R)-1-(cyclopropylmethyl)-7-((1-hydroxypropan-2-yl)oxy)-1H-indole-2-carboxylic acid ethyl ester C(C)OC(=O)C=1N(C2=C(C=CC=C2C1)O[C@@H](CO)C)CC1CC1